BrC=1C(=CC=2C3=C(C(=NC2C1F)N1CC(C1)N(C)C)N=CN3[C@@H]3C[C@H](N(CC3)C(=O)OC(C)(C)C)CC#N)Cl tert-butyl (2S,4S)-4-(7-bromo-8-chloro-4-(3-(dimethylamino)azetidin-1-yl)-6-fluoro-1H-imidazo[4,5-c]quinolin-1-yl)-2-(cyanomethyl)piperidine-1-carboxylate